2-propanoylfuran-3-carboxylic acid C(CC)(=O)C=1OC=CC1C(=O)O